ClC=1C(=CC(=C(C(=O)NC2=CC(=NC=C2)S(N[C@H]2CN(CC2)CCC)(=O)=O)C1)OC1=C(C=C(C=C1)F)C)C(F)(F)F (R)-5-chloro-2-(4-fluoro-2-methylphenoxy)-N-(2-(N-(1-propylpyrrolidin-3-yl)sulfamoyl)pyridin-4-yl)-4-(trifluoromethyl)benzamide